C#CCC(CC#C)O hept-1,6-diyne-4-ol